FC(C(=NO)C1=CC=C(C=C1)OCC(=O)OC)(F)F 2,2,2-trifluoro-1-[4-methoxycarbonylmethoxyphenyl]-ethanone oxime